(7E,9Z)-7,9-Dodecadienyl acetate C(C)(=O)OCCCCCC\C=C\C=C/CC